1-(4-chlorophenyl)-3-cyclopentylurea ClC1=CC=C(C=C1)NC(=O)NC1CCCC1